butylcyclopentadiene CCCCC1=CC=CC1